OC1=C(N2C(C3=CC(=NC=C13)C1=CC=CC=C1)=NC=N2)C(=O)OC Methyl 6-hydroxy-9-phenyl-[1,2,4]triazolo[5,1-a][2,6]naphthyridine-5-carboxylate